2-(5-(2-chloro-6-cyano-4-(1-(4-((2-(methanesulfonamido)pyrimidin-4-yl)methoxy)phenyl)-1-methyl-ethyl)phenoxy)pentoxy)acetic acid ClC1=C(OCCCCCOCC(=O)O)C(=CC(=C1)C(C)(C)C1=CC=C(C=C1)OCC1=NC(=NC=C1)NS(=O)(=O)C)C#N